N-(3-(tert-butyl)isoxazol-5-yl)-2-(4-(5-(piperazin-1-yl)-1H-benzo[d]imidazol-1-yl)phenyl)acetamide C(C)(C)(C)C1=NOC(=C1)NC(CC1=CC=C(C=C1)N1C=NC2=C1C=CC(=C2)N2CCNCC2)=O